Spiro[2H-1-benzopyran-2,9'-xanthene] C1=CC=CC=2OC3=CC=CC=C3C3(C12)OC1=C(C=C3)C=CC=C1